4-chloro-1-hydroxy-1,3-dihydrobenzo[c][1,2]oxaborol-6-carboxamid ClC1=CC(=CC=2B(OCC21)O)C(=O)N